[4-(1-Methyl-5-[[4-(trifluoromethoxy)phenyl]amino]pyrazol-3-yl)phenyl]methanol CN1N=C(C=C1NC1=CC=C(C=C1)OC(F)(F)F)C1=CC=C(C=C1)CO